C1(CCCCC1)[C@@H](C(=O)NC1=CC=C(C=C1)C=1C(=NNC1C)C)NC(=O)N1C(CCC1)C(C)(C)O N-[(1S)-1-cyclohexyl-2-[4-(3,5-dimethyl-1H-pyrazol-4-yl)anilino]-2-oxo-ethyl]-2-(1-hydroxy-1-methyl-ethyl)pyrrolidine-1-carboxamide